(2R,3R,4S,5S)-2-(4-amino-5-fluoro-7H-pyrrolo[2,3-d]pyrimidin-7-yl)-5-((R)-1-(4-chloro-3-fluorophenyl)-1-hydroxyethyl)tetrahydrofuran-3,4-diol NC=1C2=C(N=CN1)N(C=C2F)[C@@H]2O[C@@H]([C@H]([C@H]2O)O)[C@](C)(O)C2=CC(=C(C=C2)Cl)F